C1CC(=O)C(=O)C=C1 cyclohexenedione